(S)-N-(9-bromo-5-methyl-4-oxo-2,3,4,5-tetrahydropyrido[3,2-b][1,4]Oxazepin-3-yl)-4-phenoxypicolinamide BrC1=CC=NC2=C1OC[C@@H](C(N2C)=O)NC(C2=NC=CC(=C2)OC2=CC=CC=C2)=O